C(CC)C1=C(C(=O)O)C=C(C(=C1O)O)O.OC=1C=C(C(=O)OCCC)C=C(C1O)O propyl 3,4,5-trihydroxybenzoate (propyl gallate)